Cl.C1(CC1)C1=C(C2=C(C=N1)N=C(N2)C2=CC(=CN2)C(=O)C2=C(C=CC=C2)C(F)(F)F)F (5-(6-cyclopropyl-7-fluoro-1H-imidazo[4,5-c]pyridin-2-yl)-1H-pyrrol-3-yl)(2-(trifluoromethyl)phenyl)methanone hydrochloride